FC(C=1C(=C(C=CC1)[C@@H](C)NC=1C2=C(N=C(N1)C)C=NC(=C2)N2C[C@@H](CC2)NC(OC(C)(C)C)=O)F)F tert-butyl {(3R)-1-[4-({(1R)-1-[3-(difluoromethyl)-2-fluorophenyl]ethyl}amino)-2-methylpyrido[3,4-d]pyrimidin-6-yl]pyrrolidin-3-yl}carbamate